CN1N=C2C(=CC(=CC2=C1)B1OC(C(O1)(C)C)(C)C)C 2,7-dimethyl-5-(4,4,5,5-tetramethyl-1,3,2-dioxaborolan-2-yl)-2H-indazol